OC1(CCN(CC1)C(=O)[C@H]1[C@@H](CN(CC1)C(C1=CC(=CC=C1)OC)=O)C1=CC=CC=C1)CN1C=NC2=C(C1=O)C=CN2C 3-[(4-hydroxy-1-{[(3R,4R)-1-(3-methoxybenzoyl)-3-phenylpiperidin-4-yl]carbonyl}piperidin-4-yl)methyl]-7-methyl-3,7-dihydro-4H-pyrrolo[2,3-d]pyrimidin-4-one